CC(CC(C(=O)O)=C)NC(=O)N 2-methyl-2-ureido-ethyl-acrylic acid